6-chloro-2-[6-[(3R)-3-fluoropyrrolidin-1-yl]-3-pyridyl]thiazolo[4,5-c]pyridine ClC1=CC2=C(C=N1)N=C(S2)C=2C=NC(=CC2)N2C[C@@H](CC2)F